2,6-bis(isocyanatomethyl)-bicyclo[2.2.1]heptane N(=C=O)CC1C2C(CC(C1)C2)CN=C=O